N[C@H](CC(=O)O)CC1=CC=C(C=C1)[N+](=O)[O-] (S)-3-amino-4-(4-nitrophenyl)-butyric acid